C(C)N1C(C=NC2=CC(=C(C=C12)C)C)=O N-ethyl-6,7-dimethylquinoxalinone